C(#N)C1=C(N=C2N(C1=O)C=C(C=C2[C@@H](C)NC=2C(=NC=CC2)C(=O)O)C)N2CCC(CC2)(F)F (R)-3-((1-(3-cyano-2-(4,4-difluoropiperidin-1-yl)-7-methyl-4-oxo-4H-pyrido[1,2-a]pyrimidin-9-yl)ethyl)amino)picolinic acid